C(C)(C)(C)OC(=O)N1C=CC2=C(C(=CC(=C12)C)NS(=O)(=O)C)CN1[C@@H](C[C@H](CC1)OCC)C1=CC=C(C=C1)C(=O)OC 4-{[(2S,4S)-4-ethoxy-2-[4-(methoxycarbonyl)phenyl]piperidin-1-yl]methyl}-5-methanesulfonylamino-7-methyl-1H-indole-1-carboxylic acid tert-butyl ester